4-[4-amino-2-(trifluoromethyl)phenyl]-3-(trifluoromethyl)aniline NC1=CC(=C(C=C1)C1=C(C=C(N)C=C1)C(F)(F)F)C(F)(F)F